CN(S(=O)(=O)NC1N(CCC1)C(=O)N(C)C)C ((dimethylsulfamoyl)amino)-N,N-dimethylpyrrolidine-1-carboxamide